N-(4-((2-(1,1-difluoroethyl)-6-methylpyrimidin-4-yl)amino)-5-(5-((dimethylamino)methyl)thiazol-2-yl)pyridin-2-yl)acetamide FC(C)(F)C1=NC(=CC(=N1)NC1=CC(=NC=C1C=1SC(=CN1)CN(C)C)NC(C)=O)C